O1CC(CCC1)C(=O)N oxane-3-carboxamide